2-(tert-butylimino)-N,N-diethyl-1,3-dimethyl-1,3,2λ(5)-diazaphosphinan-2-amine C(C)(C)(C)N=P1(N(CCCN1C)C)N(CC)CC